OC(C1N(CCC1)CC1=C(C(=CC(=C1)C)CN1C(CCC1)C(C1=CC=CC=C1)(C1=CC=CC=C1)O)O)(C1=CC=CC=C1)C1=CC=CC=C1 2,6-bis[2-(hydroxydiphenylmethyl)-1-pyrrolidinyl-methyl]-4-methylphenol